1-((6R,8R)-6,8-dimethylmethano-5,6,7,8-tetrahydroquinolin-2-yl)-N3-(3-fluoro-4-(4-(pyrrolidin-1-yl)piperidin-1-yl)phenyl)-1H-1,2,4-triazole-3,5-diamine C[C@H]1CC=2C=C3C(NC2[C@@H](C1)C)(C3)N3N=C(N=C3N)NC3=CC(=C(C=C3)N3CCC(CC3)N3CCCC3)F